(S)-N-(1-(3-(2-isopropylpyridin-4-yl)-1,2,4-oxadiazol-5-yl)ethyl)-1-methyl-3-(trifluoromethyl)-1H-pyrazole-5-carboxamide C(C)(C)C1=NC=CC(=C1)C1=NOC(=N1)[C@H](C)NC(=O)C1=CC(=NN1C)C(F)(F)F